4-(1-(cyclopropane-carbonyl)indolin-5-yl)-N-(3-hydroxybenzyl)-5-methylthiazole-2-carboxamide C1(CC1)C(=O)N1CCC2=CC(=CC=C12)C=1N=C(SC1C)C(=O)NCC1=CC(=CC=C1)O